Cl.C(=O)O.N[C@H](CC1=CNC2=CC=CC=C12)C(=O)O D-tryptophan formate hydrochloride